6-(1-methylpiperidin-4-yl)pyridine CN1CCC(CC1)C1=CC=CC=N1